C(#N)C=1C(=NC(=C(C1CC)C#N)N1CCC(CC1)NS(=O)(=O)C=C)SC(C(=O)N)C1=CC=CC=C1 2-((3,5-dicyano-4-ethyl-6-(4-(vinylsulfonamido)piperidin-1-yl)pyridin-2-yl)thio)-2-phenylacetamide